C1(CC1)C=1N=NN(C1)[C@@H](C(=O)N1[C@H](C[C@@H](C1)O)C(=O)NC1C=2N(CCC1)N=C(N2)C)C(C)(C)C (2R,4S)-1-[(2R)-2-(4-cyclopropyltriazol-1-yl)-3,3-dimethyl-butanoyl]-4-hydroxy-N-(2-methyl-5,6,7,8-tetrahydro-[1,2,4]triazolo[1,5-a]pyridin-8-yl)pyrrolidine-2-carboxamide